C[C@@H]1N(C(CC1)=O)C(=O)OC(C)(C)C tert-butyl (S)-2-methyl-5-oxopyrrolidine-1-carboxylate